(3S,5S,8R,9S,10S,13S,14S,17S)-17-acetyl-10,13-dimethylhexadecahydro-1H-cyclopenta[a]phenanthren-3-yl (1-chloroethyl) carbonate C(O[C@H]1CC[C@@]2([C@H]3CC[C@@]4([C@H](CC[C@H]4[C@@H]3CC[C@H]2C1)C(C)=O)C)C)(OC(C)Cl)=O